tert-butyl 4-(4-(2-methoxy-3-(4,4,5,5-tetramethyl-1,3,2-dioxaborolan-2-yl)phenyl)pyridin-2-yl)piperazine-1-carboxylate COC1=C(C=CC=C1B1OC(C(O1)(C)C)(C)C)C1=CC(=NC=C1)N1CCN(CC1)C(=O)OC(C)(C)C